2-(3,5-dimethylisoxazol-4-yl)acetic acid CC1=NOC(=C1CC(=O)O)C